C1(=CC=CC=C1)NC1=CC=C(C=C1)C1=CC=C(C=C1)N N4'-phenyl-[1,1'-biphenyl]-4,4'-diamine